NC=1C2=C(N=CN1)N(C(=C2C2=CC(=C(C(=O)NC1COCC1)C=C2)F)C2=CC=C(C=C2)NC(C(=C)C)=O)C 4-(4-amino-6-(4-methacrylamido-phenyl)-7-methyl-7H-pyrrolo[2,3-d]pyrimidin-5-yl)-2-fluoro-N-(tetrahydrofuran-3-yl)benzamide